N-(1-cyano-2-hydroxy-1-methyl-ethyl)-4-[[2-(2-fluorophenyl)acetyl]amino]pyridine-2-carboxamide C(#N)C(CO)(C)NC(=O)C1=NC=CC(=C1)NC(CC1=C(C=CC=C1)F)=O